7-formyl-N-(4-isopropoxy-5-((1-methyl-1H-imidazol-5-yl)ethynyl)pyridin-2-yl)-3,4-dihydro-1,8-naphthyridine-1(2H)-carboxamide C(=O)C1=CC=C2CCCN(C2=N1)C(=O)NC1=NC=C(C(=C1)OC(C)C)C#CC1=CN=CN1C